5-(((1-chloroisoquinolin-6-yl)oxy)methyl)isoxazole ClC1=NC=CC2=CC(=CC=C12)OCC1=CC=NO1